(S)-N-(2-(4,4-difluoropiperidin-1-yl)-6-methylpyrimidin-4-yl)-4-((1-hydroxypropan-2-yl)sulfonyl)-2-(6-azaspiro[2.5]oct-6-yl)benzamide FC1(CCN(CC1)C1=NC(=CC(=N1)NC(C1=C(C=C(C=C1)S(=O)(=O)[C@H](CO)C)N1CCC2(CC2)CC1)=O)C)F